CC1=C(C(=NN1COCC[Si](C)(C)C)CO)C1=CC=C(C=C1)[N+](=O)[O-] [5-methyl-4-(4-nitrophenyl)-1-(2-trimethylsilylethoxymethyl)pyrazol-3-yl]methanol